2-chloro-N,N-dimethylethan-1-amine HCl salt Cl.ClCCN(C)C